Cl.C1(CCC1)C[C@@H](C(=O)OCC1=CC(=NC(=C1)Cl)Cl)NC (2,6-Dichloropyridin-4-yl)methyl (S)-3-cyclobutyl-2-(methylamino)propanoate hydrochloride